3-((3-(cyclopropylcarbamoyl)benzyl)oxy)-5-(3-(3-(4-methylpiperazin-1-yl)propyl)ureido)isothiazole-4-carboxylate C1(CC1)NC(=O)C=1C=C(COC2=NSC(=C2C(=O)[O-])NC(=O)NCCCN2CCN(CC2)C)C=CC1